7-(2-fluoro-6-methyl-phenyl)-N5-(1-methylazetidin-3-yl)isoquinoline-3,5-diamine FC1=C(C(=CC=C1)C)C=1C=C(C=2C=C(N=CC2C1)N)NC1CN(C1)C